C(=O)OC1CCCCC1 CYCLOHEXYL FORMATE